BrC=1C=NN2C1N=C(C=C2)CCCN(C(OC(C)C)=O)C Isopropyl (3-(3-bromopyrazolo[1,5-a]pyrimidin-5-yl)propyl)(methyl)carbamate